OC(CCN1CCC(CC1)C=1C=C2C(=C(NC2=CC1)C=1C=C(C(N(C1C)C)=O)C)C(C)C)(C)C 5-(5-(1-(3-hydroxy-3-methylbutyl)piperidin-4-yl)-3-isopropyl-1H-indol-2-yl)-1,3,6-trimethylpyridin-2(1H)-one